2,2,6,6-tetramethylpiperidyl sebacate C(CCCCCCCCC(=O)[O-])(=O)ON1C(CCCC1(C)C)(C)C